CC=1C(CC(C1CC=C)=O)OC(=O)C1C(C1C=C(C(=O)OC)C)(C)C 3-(3-methoxy-2-methyl-3-oxo-1-propenyl)-2,2-dimethylcyclopropanecarboxylic acid 2-methyl-4-oxo-3-(2-propenyl)-2-cyclopenten-1-yl ester